(2-(4-methylpiperazin-1-yl)-2-oxoethyl) 4-octyl 2-methylenesuccinate C=C(C(=O)OCC(=O)N1CCN(CC1)C)CC(=O)OCCCCCCCC